N-(5-(2-(2,2-dimethylpyrrolidin-1-yl)acetamido)-2-methylpyridin-3-yl)-7-methyl-4,5,6,7-tetrahydro-[3,6'-bipyrazolo[1,5-a]pyrazine]-3'-carboxamide CC1(N(CCC1)CC(=O)NC=1C=C(C(=NC1)C)NC(=O)C=1C=NN2C1C=NC(=C2)C=2C=NN1C2CNCC1C)C